Calcium D-pantothenate (D-(+)-N-(2,4-dihydroxy-3,3-dimethylbutyryl)-beta-aminopropionate) O[C@@H](C(=O)NCCC(=O)[O-])C(CO)(C)C.C(CCNC([C@@H](O)C(C)(C)CO)=O)(=O)[O-].[Ca+2]